C(C)(C)NC(O[C@H]1C[C@H](CC1)C1=CC(=NN1)NC(=O)C1=CC(=NN1C)C=1C=NC=CC1C=O)=O (1R,3S)-3-(3-(3-(4-formylpyridin-3-yl)-1-methyl-1H-pyrazole-5-carboxamido)-1H-pyrazol-5-yl)cyclopentyl isopropylcarbamate